C1(CC1)CNCC1=CC(=NC(=C1)C)N1C(C2=CC(=CC=C2C1)C1=C(C=C(C=C1)F)C1=NOC=C1C)=O 2-(4-(((Cyclopropylmethyl)amino)methyl)-6-methylpyridin-2-yl)-6-(4-fluoro-2-(4-methylisoxazol-3-yl)phenyl)isoindolin-1-one